FC(OC1=C(C=C(C=C1)/C=C/C(=O)C1=CC=C(OC(C(=O)O)C)C=C1)OC)F 2-[4-[(E)-3-[4-(Difluoromethoxy)-3-methoxyphenyl]prop-2-enoyl]phenoxy]propanoic acid